C(#N)C=1C=NN2C1C(=CC(=C2)C=2C=NN(C2C)[C@@H]2CN(CCC2)C#N)OC (3S)-3-(4-[3-Cyano-4-methoxypyrazolo[1,5-a]pyridin-6-yl]-5-methylpyrazol-1-yl)piperidine-1-carbonitrile